tert-butyl (3'S)-2-[6-amino-5-(trifluoromethyl)pyridin-3-yl]-6,7-dihydro-1'H-spiro[pyrazolo[5,1-c][1,4]oxazine-4,3'-pyrrolidine]-1'-carboxylate NC1=C(C=C(C=N1)C1=NN2C(=C1)[C@]1(CN(CC1)C(=O)OC(C)(C)C)OCC2)C(F)(F)F